C(C)(C)(C)OC(CCNCC=1C=C2CCCN(C2=CC1)C1=NOC(=N1)C1=NN(C=2CC(CCC12)(C)C)CC)=O 3-(((1-(5-(1-Ethyl-6,6-dimethyl-4,5,6,7-tetrahydro-1H-indazol-3-yl)-1,2,4-oxadiazol-3-yl)-1,2,3,4-Tetrahydroquinolin-6-yl)methyl)amino)propionic acid tert-butyl ester